2-((tert-butyldimethylsilyl)oxy)-10-propyl-10H-phenothiazin-3-carbaldehyde [Si](C)(C)(C(C)(C)C)OC1=CC=2N(C3=CC=CC=C3SC2C=C1C=O)CCC